3-[difluoro(isopropoxy)methyl]-6-[6-(2,2-difluoro-1-methyl-ethoxy)-3-pyridyl]-[1,2,4]triazolo[4,3-a]pyrazine FC(C1=NN=C2N1C=C(N=C2)C=2C=NC(=CC2)OC(C(F)F)C)(OC(C)C)F